CC=1C=C(C=C([C@H]([C@H]([C@@H]([C@H](C(O)=CC2=CC(=C(C=C2)C)C)O)O)O)O)O)C=CC1C bis(3,4-dimethylbenzyliden)sorbitol